4-(3-methyl-3-((trimethylsilyl)oxy)piperidin-1-yl)quinazoline CC1(CN(CCC1)C1=NC=NC2=CC=CC=C12)O[Si](C)(C)C